CC1=NC2=CC=C(C=C2C(=C1)C1CN(CCC1)C(C)=O)C(=O)N1CCOCC1 1-(3-(2-Methyl-6-(morpholin-4-carbonyl)quinolin-4-yl)piperidin-1-yl)ethan-1-one